CC1=C(C(=CC(=C1)N1CCOCC1)C)CC1=C(C=C(C=C1C)N1CCOCC1)C Bis(2,6-dimethyl-4-morpholinophenyl)methane